FC1=CC=C(OCC2N(C3CC(C2C)C3)C(C3=C(C=CC(=C3)C)C3=NC=CC=N3)=O)C=C1 3-(4-fluorophenoxymethyl)-4-methyl-2-[5-methyl-2-(pyrimidin-2-yl)benzoyl]-2-azabicyclo[3.1.1]heptane